(R)-N-(4-(dimethylamino)butan-2-yl)-5-(4-(trifluoromethyl)phenoxy)-2-naphthamide CN(CC[C@@H](C)NC(=O)C1=CC2=CC=CC(=C2C=C1)OC1=CC=C(C=C1)C(F)(F)F)C